5-(1H-Pyrazol-4-yl)-2-{6-[(2,2,6,6-tetramethylpiperidin-4-yl)oxy]pyridazin-3-yl}phenol monohydrochloride monohydrate O.Cl.N1N=CC(=C1)C=1C=CC(=C(C1)O)C=1N=NC(=CC1)OC1CC(NC(C1)(C)C)(C)C